CN1CCN(CC1)C(=O)C1=CC2=C(N(C(=N2)C2=CC=C(C#N)C=C2)C2=CC=C(C=C2)C)C=C1 4-(5-(4-methylpiperazine-1-carbonyl)-1-(p-tolyl)-1H-benzo[d]imidazol-2-yl)benzonitrile